C(C)(C)(C)OC(NC1=CC=C(C=C1)C1CCS(CC1)(=O)=N)=O (4-((1s,4s)-1-imino-1-oxo-hexahydro-1λ6-thiopyran-4-yl)phenyl)carbamic acid tert-butyl ester